C1(CC1)CNC1=C2C(=NC(=C1)N1CCCC1)C=C(S2)C2=CC=NN2 N-(cyclopropylmethyl)-2-(1H-pyrazol-5-yl)-5-(pyrrolidin-1-yl)thieno[3,2-b]pyridin-7-amine